(1-methylindole-6-yl)boronic acid CN1C=CC2=CC=C(C=C12)B(O)O